(2R,3S,4S)-4-hydroxy-2-[(4-methoxyphenyl)methyl]pyrrolidin-3-yl N-(2-{[2-(ethylamino)-3,4-dioxocyclobut-1-en-1-yl]amino}ethyl)carbamate C(C)NC1=C(C(C1=O)=O)NCCNC(O[C@H]1[C@H](NC[C@@H]1O)CC1=CC=C(C=C1)OC)=O